[N+](=O)([O-])C1=C(C(=O)NC2=CC(=C(C(=C2)Cl)Cl)Cl)C=C(C=C1)OC=1C(=NC=CC1)C(F)(F)F 2-nitro-N-(3,4,5-trichlorophenyl)-5-((2-(trifluoromethyl)pyridin-3-yl)oxy)benzamide